C(O)(=O)F.C(O)(=O)F.C(O)(=O)F.C=CC propylene trifluoro-carbonate